CN1C(C=2N(CC1)N=C(C2)C(=O)O)=O 5-methyl-4-oxo-4,5,6,7-tetrahydropyrazolo[1,5-a]pyrazine-2-carboxylic acid